NC1=NC=CC=C1C1=NC=2C(=NC(=CC2)C2=CC=CC=C2)N1C1=CC=C(CNC2=NC=NC(=N2)Cl)C=C1 N-(4-(2-(2-aminopyridin-3-yl)-5-phenyl-3H-imidazo[4,5-b]pyridin-3-yl)benzyl)-4-chloro-1,3,5-triazin-2-amine